CN1CCC(CC1)C=1C=CC(=NC1)C1=NC(=NC=C1)N.[N] nitrogen (5-(1-methylpiperidin-4-yl)pyridin-2-yl)pyrimidine-2-amine